NC(CO)(CO)CO 2-amino-2-hydroxymethyl-1,3-propylene glycol